N-phenyl-N-methylphenylurea C1(=CC=CC=C1)N(C(=O)NC1=CC=CC=C1)C